ethyl 2-chloro-5-[4-chloro-5-(difluoromethoxy)-1-methyl-1H-pyrazol-3-yl]-4-fluorophenoxyacetate ClC1=C(OCC(=O)OCC)C=C(C(=C1)F)C1=NN(C(=C1Cl)OC(F)F)C